OCCCCOC(=C)C=1C=C(C=C2C(C=C(OC12)C1CCOCC1)=O)C 8-[1-(4-hydroxybutoxy)vinyl]-6-methyl-2-tetrahydropyran-4-yl-chromen-4-one